C(C)(C)(C)OC(N[C@H](CNOCC(N1CCN(CC1)C1=NC=C(C=N1)C(F)(F)F)=O)C)=O (S)-tert-butyl{1-[(2-oxo-2-{4-[5-(Trifluoromethyl)pyrimidin-2-yl]piperazin-1-yl}ethoxy)amino]propan-2-yl}carbamate